C(C)SC1=NC=C(C=N1)C1=C(C=CC=C1)[N+](=O)[O-] 2-(Ethylthio)-5-(2-nitrophenyl)pyrimidine